tert-Butyl 3-([1,3]dioxolo[4',5':4,5]benzo[1,2-d]thiazol-6-yl)-2-acetamido-4,7-dihydrothieno[2,3-c]pyridine-6(5H)-carboxylate O1COC2=CC3=C(N=C(S3)C3=C(SC=4CN(CCC43)C(=O)OC(C)(C)C)NC(C)=O)C=C21